BrC=1C=C(C=2N(C1)N=CC2C=NO)OC 6-bromo-4-methoxypyrazolo[1,5-a]pyridine-3-carbaldehyde oxime